[5-(4-fluorophenyl)-6-tetrahydropyran-4-yl-pyrrolo[2,3-f]indazol-1-yl]-2,2-dimethyl-propan-1-one FC1=CC=C(C=C1)N1C(=CC2=C1C=C1C=NN(C1=C2)C(C(C)(C)C)=O)C2CCOCC2